tert-butyl (1-(7-(3-((2-((2-(2,6-dioxopiperidin-3-yl)-1,3-dioxoisoindolin-4-yl)oxy) acetamido)methyl)phenyl)heptyl)piperidin-4-yl)carbamate O=C1NC(CCC1N1C(C2=CC=CC(=C2C1=O)OCC(=O)NCC=1C=C(C=CC1)CCCCCCCN1CCC(CC1)NC(OC(C)(C)C)=O)=O)=O